C1=CC=CC=2C3=CC=CC=C3N(C12)C1=CC(=CC=C1)N1C2=CC=CC=C2C=2C=CC=CC12 1,3-Bis(carbazol-9-yl)benzene